(1R,3R,5R)-3-hydroxy-1,5-epoxy-1-(3-hydroxy-4-methoxyphenyl)-7-phenyl-heptan-3-ol OC1(C[C@@H](O[C@@H](C1)CCC1=CC=CC=C1)C1=CC(=C(C=C1)OC)O)O